2,2,2-trifluoroacetaldehyde compound with 4-(4-(2-aminoethyl)piperazin-1-yl)-2-(2,6-dioxopiperidin-3-yl)isoindoline-1,3-dione NCCN1CCN(CC1)C1=C2C(N(C(C2=CC=C1)=O)C1C(NC(CC1)=O)=O)=O.FC(C=O)(F)F